chlorophenoxypropane ClC(CC)OC1=CC=CC=C1